2-{3-[(3-chloro-1-methyl-1H-pyrazol-4-yl)amino]-1-methyl-1H-indazol-6-yl}propan-2-ol ClC1=NN(C=C1NC1=NN(C2=CC(=CC=C12)C(C)(C)O)C)C